3-(5-(1-(benzo[d]thiazol-6-ylmethyl)-4-hydroxypiperidin-4-yl)-4,6-difluoro-1-oxoisoindolin-2-yl)piperidine-2,6-dione S1C=NC2=C1C=C(C=C2)CN2CCC(CC2)(O)C=2C(=C1CN(C(C1=CC2F)=O)C2C(NC(CC2)=O)=O)F